methyl trans-4-(6-(5-chloro-2-fluorophenyl)-4-((2-(3-(4-methylpiperazin-1-yl)propanamido)pyridin-4-yl)amino)pyridazin-3-yl)cyclohexane-1-carboxylate ClC=1C=CC(=C(C1)C1=CC(=C(N=N1)[C@@H]1CC[C@H](CC1)C(=O)OC)NC1=CC(=NC=C1)NC(CCN1CCN(CC1)C)=O)F